nickel-iron oxyhydroxide O(O)O.[Fe].[Ni]